tri-3,5-xylylphosphine C1(=CC(=CC(=C1)C)C)P(C1=CC(=CC(=C1)C)C)C1=CC(=CC(=C1)C)C